NC1=C2NC(N(C2=NC(=N1)OCCCC)CC1=CC=C(CN2CCC(CC2)CCNC(CCC2=CC=C(C=C2)O)=O)C=C1)=O N-(2-(1-(4-((6-amino-2-butoxy-8-oxo-7,8-dihydro-9H-purin-9-yl)methyl)benzyl)piperidin-4-yl)ethyl)-3-(4-hydroxyphenyl)propanamide